2-(6-bromo-4-oxoquinazolin-3(4H)-yl)-2-(2-fluoro-6-methoxyphenyl)acetic acid methyl ester COC(C(C1=C(C=CC=C1OC)F)N1C=NC2=CC=C(C=C2C1=O)Br)=O